4-(2-(2-(1-methyl-1H-pyrazol-4-yl)ethyl)-6-(3-(m-tolyl)-1H-pyrazol-1-yl)pyrimidin-4-yl)morpholine CN1N=CC(=C1)CCC1=NC(=CC(=N1)N1CCOCC1)N1N=C(C=C1)C=1C=C(C=CC1)C